4-[1-(3-aminophenyl)-3-fluoro-pyrazol-4-yl]-2-methoxy-benzamide NC=1C=C(C=CC1)N1N=C(C(=C1)C1=CC(=C(C(=O)N)C=C1)OC)F